N-((1S)-1-(5-((1,1-Dimethyl-2,3-dihydro-1H-inden-2-yl)amino)pyridin-2-yl)-2,2,2-trifluoroethyl)-N,1-dimethylpiperidine-4-carboxamide CC1(C(CC2=CC=CC=C12)NC=1C=CC(=NC1)[C@@H](C(F)(F)F)N(C(=O)C1CCN(CC1)C)C)C